(1-(cyclopropylmethyl)-5-fluoro-7-(piperidin-4-yl)-1H-indol-2-yl)-4-methoxy-3-methylpyrazolo[1,5-a]Pyridine-6-carboxylic acid methyl ester COC(=O)C=1C=C(C=2N(C1)N=C(C2C)C=2N(C1=C(C=C(C=C1C2)F)C2CCNCC2)CC2CC2)OC